COC1=CC=C(C(=O)N[C@@H]2CCC=3NC4=CC=CC=C4C3C2)C=C1 (R)-4-methoxy-N-(2,3,4,9-tetrahydro-1H-carbazol-3-yl)benzamide